rel-N,N-dimethyl-N'-[(3S,4R)-7-methyl-6-oxo-4-({[(1s,4S)-4-(prop-1-yn-1-yl)cyclohexyl]oxy}methyl)-1,3,4,6-tetrahydro-2H-quinolizin-3-yl]sulfuric diamide CN(S(N[C@H]1CCC2=CC=C(C(N2[C@H]1COC1CCC(CC1)C#CC)=O)C)(=O)=O)C |o1:4,13|